OC1CNCN1C 5-hydroxy-1-methylimidazolidine